[H-].[Na+].C(CCC)N1N=C(C=C1C)N 1-Butyl-5-methyl-pyrazol-3-amine Sodium hydride